4-(2-anilinopyrazolo[1,5-a]pyridin-5-yl)-5-[[(3R)-1-methylpyrrolidin-3-yl]methoxy]pyridine-2-carbonitrile N(C1=CC=CC=C1)C1=NN2C(C=C(C=C2)C2=CC(=NC=C2OC[C@H]2CN(CC2)C)C#N)=C1